FC([C@@H]1[C@H](C[C@@H](O1)N1C=NC=2C(N)=NC=NC12)O)O 2'-deoxy-5'-fluoroadenosine